oxazol-5-ylmethyl (4-(1-(4-fluorobenzamido)ethyl)phenyl)carbamate FC1=CC=C(C(=O)NC(C)C2=CC=C(C=C2)NC(OCC2=CN=CO2)=O)C=C1